CC1([C@H]2C(C=C([C@@H]1C2)/C=C/C=2C=C(C(=C(C2)[C@](C(=O)O)(C(C)C)NC(=O)OC(C)(C)C)[C@](C(=O)O)(C(C)C)NC(=O)OC(C)(C)C)OC)=O)C.C(C)OCC diethyl ether (2S,2'S)-5-((E)-2-((1R,5S)-6,6-dimethyl-4-oxobicyclo[3.1.1]hept-2-en-2-yl)vinyl)-3-methoxy-1,2-phenylenebis(2-((tert-butoxycarbonyl)amino)-3-methylbutanoate)